(±)-2-pyrrolidinecarboxamide hydrochloride Cl.N1[C@H](CCC1)C(=O)N |r|